3-cyclopropyl-N6-(1-ethylpropyl)-N8-[2-(4-pyridyl)ethyl]-[1,2,4]triazolo[4,3-b]pyridazine-6,8-diamine C1(CC1)C1=NN=C2N1N=C(C=C2NCCC2=CC=NC=C2)NC(CC)CC